N-methoxy-N,5-dimethylpyrazine-2-carboxamide CON(C(=O)C1=NC=C(N=C1)C)C